FC(OC=1C=2N(C=C(C1)C(F)(F)F)C[C@@]1(CCC3(SCCS3)C3=C(C(=CC=C13)C#N)F)N2)F (S)-8-(difluoromethoxy)-5'-fluoro-6-(trifluoromethyl)-2',3'-dihydro-3H-dispiro[imidazo[1,2-a]pyridine-2,1'-naphthalene-4',2''-[1,3]dithiolane]-6'-carbonitrile